4-butyl-9-[(3-carbamoylphenyl)methyl]-2,3,4,9-tetrahydro-1H-carbazole-8-carboxylic acid C(CCC)C1CCCC=2N(C3=C(C=CC=C3C12)C(=O)O)CC1=CC(=CC=C1)C(N)=O